N12NNNNNNNCC(CCCCCCCC1)CCCCCCCC2 octaazabicyclo[8.8.8]hexacosane